(decyloxy)propan-2-ol C(CCCCCCCCC)OCC(C)O